C(C=C)(=O)NC[C@@H]1CN(C=2C=CC=C(C2C1)C(=O)NS(=O)(=O)C)C1=CC=C(C=C1)C(F)(F)F |o1:6| (R)- or (S)-3-(acrylamidomethyl)-N-(methylsulfonyl)-1-(4-(trifluoromethyl)phenyl)-1,2,3,4-tetrahydro-quinoline-5-carboxamide